FC=1C=C2CC(CC2=CC1F)N(C1=NC=CC=N1)C 2-((5,6-difluoro-2,3-dihydro-1H-inden-2-yl)(methyl)amino)pyrimidine